FC1(CC(C1)CNC(=O)C=1C=NN2C1C=C(C=C2)C2=CNC=1N=C(N=CC12)N[C@@H](C(F)(F)F)C)F (R)-N-((3,3-difluorocyclobutyl)methyl)-5-(2-((1,1,1-trifluoropropan-2-yl)amino)-7H-pyrrolo[2,3-d]pyrimidin-5-yl)pyrazolo[1,5-a]pyridine-3-carboxamide